trans-4-((6-(4-fluorophenylmethyl)-3-methyl-1,2,4-triazin-5-yl)amino)-3-methylpiperidine-1-carboxylic acid tert-butyl ester C(C)(C)(C)OC(=O)N1C[C@H]([C@@H](CC1)NC=1N=C(N=NC1CC1=CC=C(C=C1)F)C)C